N(=[N+]=[N-])CCOCCOCCOCCN(C(C(F)(F)F)=O)CCOCCOCCOCCNC(OCCCC)=O butyl N-{2-[2-(2-{2-[N-(2-{2-[2-(2-azidoethoxy)ethoxy]ethoxy}ethyl)-2,2,2-trifluoroacetamido]ethoxy}ethoxy)ethoxy]ethyl}carbamate